1-tert-butoxycarbonylindoline-2-carboxylic acid C(C)(C)(C)OC(=O)N1C(CC2=CC=CC=C12)C(=O)O